COC1=NC=2C3=C(CCC2C=N1)N=NN3[C@H]3[C@@](CCC3)(O)C (1R,2R)-2-(8-methoxy-4,5-dihydro-1H-[1,2,3]triazolo[4,5-H]quinazolin-1-yl)-1-methylcyclopentan-1-ol